4-Bromo-2-(4-methylpiperazin-1-yl)thiazole molybdenum (+6) [Mo+6].BrC=1N=C(SC1)N1CCN(CC1)C